CN(CCN1CCN(CC1)C1N(C2=CC=C(C=C2C=N1)C=1C(=NOC1C)C)CC=1SC=CC1)C 2-(4-(2-(dimethylamino)ethyl)piperazin-1-yl)-6-(3,5-dimethylisoxazol-4-yl)-N-(thiophen-2-ylmethyl)quinazolin